FC1=C(C(=O)N[C@H](C(=O)OC)CC2=CC=C(C=3N2C=CN3)C=3C(N(C2=CC=CC=C2C3)C)=O)C(=CC(=C1)N1[C@@H](COCC1)C(F)(F)F)F methyl (S)-2-(2,6-difluoro-4-((S)-3-(trifluoromethyl)morpholino) benzamido)-3-(8-(1-methyl-2-oxo-1,2-dihydroquinolin-3-yl)imidazo[1,2-a]pyridin-5-yl)propanoate